CC1=NC2=CC(=CC(=C2C=C1C1=CC=CC=C1)C(C)NC1=C(C(=O)O)C=CC=C1)C 2-((1-(2,7-dimethyl-3-phenylquinolin-5-yl)ethyl)amino)benzoic acid